(E)-5,6-dihydroxy-2-(3-(trifluoromethoxy)benzylidene)-2,3-dihydro-1H-inden-1-one OC=1C=C2C\C(\C(C2=CC1O)=O)=C/C1=CC(=CC=C1)OC(F)(F)F